ClC=1C(=NN(C1NC(=O)N[C@@H]1CN(C[C@H]1C1=CC(=C(C=C1)F)F)C(CO)COC)C1=CC=CC=C1)C=1C=NN(C1)C 1-(4-chloro-1'-methyl-1-phenyl-1h,1'h-3,4'-bipyrazol-5-yl)-3-((3s,4r)-4-(3,4-difluorophenyl)-1-(1-hydroxy-3-methoxypropane-2-yl)pyrrolidin-3-yl)urea